OC(C(=O)NC1=CC=C(C=C1)C)(C)C 2-hydroxy-2-methyl-N-(p-tolyl)propanamide